2-((S)-2-(trifluoromethyl)piperazin-1-yl)acetamide FC([C@H]1N(CCNC1)CC(=O)N)(F)F